4,4-difluoro-3-methylpiperidine hydrogen chloride Cl.FC1(C(CNCC1)C)F